BrC1=CC(=C(C(=C1)F)CN)F 4-bromo-2,6-difluorobenzenemethylamine